6-(2-Acetoxyethoxy)benzo[b]thiophene-2-carboxylic acid methyl ester COC(=O)C1=CC2=C(S1)C=C(C=C2)OCCOC(C)=O